C(C)(C)(C)OC(=O)NC1=CC=C(C=C1)C1NCCCC1C(=O)OCC ethyl 2-(4-((tert-butoxycarbonyl)amino)phenyl)piperidine-3-carboxylate